Ethyl 2-{[(2-methylnaphthalen-1-yl)carbamoyl]oxy}-3-(1H-pyrazol-1-yl)propanoate CC1=C(C2=CC=CC=C2C=C1)NC(=O)OC(C(=O)OCC)CN1N=CC=C1